tert-butyl 4-[4-[1-(2,6-dioxo-3-piperidyl)-3-methyl-2-oxo-benzimidazol-4-yl] butanoyl]piperazine-1-carboxylate O=C1NC(CCC1N1C(N(C2=C1C=CC=C2CCCC(=O)N2CCN(CC2)C(=O)OC(C)(C)C)C)=O)=O